5-Amino-3-[4-[[(2-methoxybenzoyl)amino]methyl]phenyl]-1-sec-butylpyrazole-4-carboxamide NC1=C(C(=NN1C(C)CC)C1=CC=C(C=C1)CNC(C1=C(C=CC=C1)OC)=O)C(=O)N